tert-butyl (1R,3R,5S)-3-[methyl(2-[[2-(trimethylsilyl)ethoxy]methyl]thieno[3,2-c]pyrazol-5-yl)amino]-8-azabicyclo[3.2.1]octane-8-carboxylate CN(C1C[C@H]2CC[C@@H](C1)N2C(=O)OC(C)(C)C)C2=CC1=NN(C=C1S2)COCC[Si](C)(C)C